3-(4-methoxyphenyl)isoquinoline tert-Butyl-(4-(1-cyclobutyl-5-fluoro-6-(5-methyl-4H-1,2,4-triazol-3-yl)-1H-indol-2-yl)phenyl)carbamate C(C)(C)(C)N(C(O)=O)C1=CC=C(C=C1)C=1N(C2=CC(=C(C=C2C1)F)C1=NN=C(N1)C)C1CCC1.COC1=CC=C(C=C1)C=1N=CC2=CC=CC=C2C1